dimethylaminopropaneAmine CN(C)C(CC)N